C(C)[C@]1(C(OCC=2C(N3CC=4C(=NC=5C=C(C(=CC5C4CCCNC(C)C)C)F)C3=CC21)=O)=O)O (S)-4-ethyl-8-fluoro-4-hydroxy-11-(3-isopropylaminopropyl)-9-methyl-1,12-dihydro-14H-pyrano[3',4':6,7]indolizino[1,2-b]quinoline-3,14(4H)-dione